CC(COC=1C=C(C=CC1)C1=CC(=NN1C=1C=CC=C2C=NN(C12)CC)CO)(C)C [5-[3-(2,2-Dimethylpropoxy)phenyl]-1-(1-ethyl-1H-indazol-7-yl)-1H-pyrazol-3-yl]methanol